N(=C=O)C1(CC(CC(C1)(N=C=O)C)(C)C)C 1-Isocyanato-3,3,5-trimethyl-5-isocyanato-methyl-cyclohexan